Octamethyltrisiloxane C[Si](O[Si](O[Si](C)(C)C)(C)C)(C)C